ClC1=C(C=C(C=C1)C=1C=C2C=NN(C2=CC1)C1OCCCC1)OC 5-(4-chloro-3-methoxyphenyl)-1-(tetrahydro-2H-pyran-2-yl)-1H-indazole